3-[[2-(Butylamino)-5-pyridin-2-ylpyrimidin-4-yl]amino]propan-1-ol C(CCC)NC1=NC=C(C(=N1)NCCCO)C1=NC=CC=C1